1-[5-[9-[[4-(4-aminophenyl)piperazin-1-yl]methyl]-3-azaspiro[5.5]undecane-3-carbonyl]-2-chloro-phenyl]hexahydropyrimidine-2,4-dione NC1=CC=C(C=C1)N1CCN(CC1)CC1CCC2(CCN(CC2)C(=O)C=2C=CC(=C(C2)N2C(NC(CC2)=O)=O)Cl)CC1